CC1=C(C(CC=C1)(C)C)C(C=CC)=O 1-(2,6,6-trimethyl-1,3-cyclohexadienyl)-2-buten-1-one